CC1=NOC(=C1CN)C (3,5-dimethylisoxazol-4-yl)methylamine